10-methyl-12-oxabicyclo[6.3.1]dodeca-8-ene CC1C=C2CCCCCCC(C1)O2